N,N'-bis(hydroxyethyl)-N,N'-bis(4'-aminophenyl)-1,3-diaminopropanol OCCN(C(CCN(C1=CC=C(C=C1)N)CCO)O)C1=CC=C(C=C1)N